Perfluoro-1-hexyl alcohol FC(C(C(C(C(C(F)(F)F)(F)F)(F)F)(F)F)(F)F)(F)O